4-((2-chloro-4'-(piperidin-1-yl)-[1,1'-biphenyl]-4-yl)thio)-1H-1,2,3-triazole-5-carboxylic acid ClC1=C(C=CC(=C1)SC=1N=NNC1C(=O)O)C1=CC=C(C=C1)N1CCCCC1